C[C@@H]1CN(C[C@H](N1)C)C=1SC2=C(N1)C=C(C=C2)F 2-[(3R,5R)-3,5-dimethylpiperazin-1-yl]-5-fluoro-1,3-benzothiazole